C(CC=C)N 3-butenylamine